N,N-dimethyl-2-[3-methyl-5-[4-morpholino-2-[4-(m-tolyl)pyrazol-1-yl]furo[3,2-d]pyrimidin-6-yl]pyrazol-1-yl]ethanamine CN(CCN1N=C(C=C1C1=CC=2N=C(N=C(C2O1)N1CCOCC1)N1N=CC(=C1)C=1C=C(C=CC1)C)C)C